1λ2-indolin-2-one [N]1C(CC2=CC=CC=C12)=O